N-(3-Chloro-4-(5-oxo-4,5-dihydro-1H-1,2,4-triazol-3-yl)phenyl)-1-(chinolin-5-yl)-5-(trifluoromethyl)-1H-pyrazol-4-carboxamid ClC=1C=C(C=CC1C1=NNC(N1)=O)NC(=O)C=1C=NN(C1C(F)(F)F)C1=C2C=CC=NC2=CC=C1